ClC1=C(C=CC2=C1C(=NCC(N2)=O)C2=C(C=CC=C2F)F)I 6-chloro-5-(2,6-difluorophenyl)-7-iodo-1,3-dihydro-1,4-benzodiazepin-2-one